[18F]C(CCCSCCC(=O)O)\C=C/CCCCCCCC 8-[18F]fluoro-4-thiaoleic acid